N=1N(C=C2C1CNC2)C=2C=CC(=NC2C)C(=O)NC 5-(5,6-dihydropyrrolo[3,4-c]pyrazol-2(4H)-yl)-N,6-dimethylpicolinamide